Cl.C1(CC1)C1=CSC2=C1CC(CC2)NC 3-cyclopropyl-N-methyl-4,5,6,7-tetrahydrobenzothiophen-5-amine hydrochloride